OB1ON=CC2=C1C=CC(=C2)C2=C(N[C@H](C)C=1C=C(C=C3C(C(=COC13)C)=O)C)C=CC=C2 8-[(1R)-1-[2-(1-hydroxy-2,3,1-benzoxazaborinin-6-yl)anilino]ethyl]-3,6-dimethyl-chromen-4-one